1,3-bis(4-bromophenoxy)propan-2-yl acrylate C(C=C)(=O)OC(COC1=CC=C(C=C1)Br)COC1=CC=C(C=C1)Br